(3R,4R)-4-amino-1-(5-(4-fluoro-2-methoxyphenyl)imidazo[2,1-b][1,3,4]thiadiazol-2-yl)piperidin-3-ol N[C@H]1[C@@H](CN(CC1)C1=NN2C(S1)=NC=C2C2=C(C=C(C=C2)F)OC)O